tert-Butyl N-[(5S)-5-amino-3-(cyclopropylmethylcarbamoyl)-4,5,6,7-tetrahydrobenzothiophen-2-yl]carbamate N[C@H]1CCC2=C(C(=C(S2)NC(OC(C)(C)C)=O)C(NCC2CC2)=O)C1